OC1=C(C=O)C(=CC=C1)OC[C@H]1N(CCOC1)C(=O)C1=NC=CN=C1CCO (S)-2-hydroxy-6-((4-(3-(2-hydroxyethyl)pyrazine-2-carbonyl)morpholin-3-yl)methoxy)benzaldehyde